2-(4-chloro-3-fluorophenoxy)-N-{3-[(7-chloroimidazo[1,2-c]pyrimidin-5-yl)amino]bicyclo[1.1.1]pentan-1-yl}acetamide ClC1=C(C=C(OCC(=O)NC23CC(C2)(C3)NC3=NC(=CC=2N3C=CN2)Cl)C=C1)F